sodium erucic acid amide C(CCCCCCCCCCC\C=C/CCCCCCCC)(=O)N.[Na]